Cl.COC1=CC2=C(C=N1)C1=C(C(=NC=C1)C(F)(F)F)N2CCN2CCOCC2 4-(2-(3-Methoxy-6-(trifluoromethyl)-5H-pyrrolo[2,3-c:4,5-c']dipyridin-5-yl)ethyl)morpholine Hydrochloride Salt